CN1C=C(C=C1)NC(OC1=CC=CC=C1)=O phenyl (1-methyl-1H-pyrrol-3-yl)carbamate